10-(2-(2-(2-oxa-6-azaspiro[3.3]heptan-6-yl)ethoxy)ethyl)-3,7-dibromo-8-methyl-10H-benzo[b]pyrido[2,3-e][1,4]oxazine C1OCC12CN(C2)CCOCCN2C1=C(OC3=C2N=CC(=C3)Br)C=C(C(=C1)C)Br